1'-((2-(trimethylsilyl)ethoxy)methyl)-6-oxaspiro[bicyclo[3.1.0]hexane-3,3'-pyrrolo[2,3-b]pyridin]-2'(1'H)-one C[Si](CCOCN1C(C2(C=3C1=NC=CC3)CC3OC3C2)=O)(C)C